N(=C=O)C1CC(CC(C1)(C)CCCN=C=O)(C)C 5-Isocyanato-1-(3-isocyanatoprop-1-yl)-1,3,3-trimethylcyclohexane